BrC=1C=C(C(=NC1OC(C)C1=CC(=CC(=C1)F)F)C)N=CN(C)CC N'-{5-bromo-6-[1-(3,5-difluorophenyl)ethoxy]-2-methylpyridin-3-yl}-N-ethyl-N-methylformamidine